CN1C[C@@H](C[C@H]1C)O (3R,5R)-1,5-dimethylpyrrolidin-3-ol